tert-Butyl 3-(1,1,2,2-tetradeuterio-2-dispiro[2.0.2.1]heptan-7-yl-ethoxy)pyrazole-1-carboxylate [2H]C(C(C1C2(C13CC3)CC2)([2H])[2H])(OC2=NN(C=C2)C(=O)OC(C)(C)C)[2H]